magnesium hydroxide salt [OH-].[Mg+2].[OH-]